1-[3,3-Difluoro-1-(3-trifluoromethyl-phenyl)-propyl]-3-spiro[3.3]hept-2-yl-urea FC(CC(C1=CC(=CC=C1)C(F)(F)F)NC(=O)NC1CC2(C1)CCC2)F